3-bromo-5-(4,5-dihydro-3H-imidazol-2-yl)aniline BrC=1C=C(N)C=C(C1)C1=NCCN1